C(C)(C)(C)OC(=O)N[C@H]1CN(CC1)C(=O)NC1=NC(N(C=C1)C1=CC=C(CN2CCC(CC2)NC(OC(C)(C)C)=O)C=C1)=O tert-butyl (R)-(1-(4-(4-(3-((tert-butoxycarbonyl)amino)pyrrolidine-1-carboxamido)-2-oxopyrimidin-1(2H)-yl)benzyl)piperidin-4-yl)carbamate